FC1=CC=CC2=C1N=C(S2)C2=NN=C1N2CCN([C@@H]1C)C(=O)C1=CC=C(C=C1)F (R)-(3-(4-Fluorobenzo[d]thiazol-2-yl)-8-methyl-5,6-dihydro-[1,2,4]triazolo[4,3-a]pyrazin-7(8H)-yl)(4-fluorophenyl)methanone